NC1=NC=2C=C(C=CC2C2=C1[C@@H](OC2)C)CN(C(=O)C=2C=NC(=CC2)C(F)(F)F)C2=CC=CC=1CCS(C12)(=O)=O N-{[(3S)-4-amino-3-methyl-1H,3H-furo[3,4-c]quinolin-7-yl]methyl}-N-(1,1-dioxo-2,3-dihydro-1λ6-benzothiophen-7-yl)-6-(trifluoromethyl)pyridine-3-carboxamide